C(CCCCCCC\C=C/C\C=C/CCCCC)(=O)C(OP(OC[C@@H](CO)O)(=O)O)CN linoleoyl-sn-glycero-3-phosphoethanolamine